3-[9-(4,6-diphenyl-[1,3,5]triazin-2-yl)-dibenzofuran-2-yl]-9-phenyl-9H-carbazole C1(=CC=CC=C1)C1=NC(=NC(=N1)C1=CC=CC=C1)C1=CC=CC2=C1C1=C(O2)C=CC(=C1)C=1C=CC=2N(C3=CC=CC=C3C2C1)C1=CC=CC=C1